3,4-dihydro-2H-benzo[b][1,4]oxazine-6-sulfonamide O1C2=C(NCC1)C=C(C=C2)S(=O)(=O)N